C12CNCCC2(C1)C1=C(C2=C(NC(=C2C(C)C)C=2C(=C(C=3N(C2)N=CN3)C)C)S1)C 2-(3-azabicyclo[4.1.0]heptan-6-yl)-5-(7,8-dimethyl-[1,2,4]triazolo[1,5-a]pyridin-6-yl)-4-isopropyl-3-methyl-6H-thieno[2,3-b]pyrrole